2-chloro-6-ethylamino-4-nitrophenol ClC1=C(C(=CC(=C1)[N+](=O)[O-])NCC)O